1-(2-chloropyrimidin-4-yl)-3,3-dimethyl-1,2,3,5,6,7-hexahydrocyclopenta[b]pyrrolo[2,3-e]pyridine ClC1=NC=CC(=N1)N1CC(C2=C1C=C1C(=N2)CCC1)(C)C